C(C)C1=NC2=CC=C(C(=C2NC1=O)F)C(N1CCN(CC1)C=1C=CC(=NC1)C(=O)N)([2H])[2H] 5-(4-((2-ethyl-5-fluoro-3-oxo-4H-quinoxalin-6-yl)methyl-d2)piperazin-1-yl)pyridine-2-carboxamide